2-methyl-4-(4-methylpiperazin-1-yl)-N-(5-nitrothiazol-2-yl)benzamide CC1=C(C(=O)NC=2SC(=CN2)[N+](=O)[O-])C=CC(=C1)N1CCN(CC1)C